(7aR)-2-Chloro-4b-hydroxy-3-(3-methoxypropoxy)-7,7-dimethyl-11-oxo-4b,5,6,7,7a,11-hexahydrocyclopenta[f]pyrido[1,2-h][1,7]naphthyridine-10-carboxylic acid ClC1=NC=2C=3N([C@H]4C(C2C=C1OCCCOC)(CCC4(C)C)O)C=C(C(C3)=O)C(=O)O